OC1=CC=C(C=C1)C(CC)C1=CC=C(C=C1)O 1,1-bis(4-hydroxyphenyl)propane